Cl.C[C@@H]1C[C@H]2[C@@H](NC1)C=1C(=NC(=CC1)C(F)(F)F)C2 |r| rac-cis-(4bR,7R,8aR)-7-methyl-2-(trifluoromethyl)-4b,6,7,8,8a,9-hexahydro-5H-cyclopenta[1,2-b:3,4-b']dipyridine hydrochloride